ethyl (E)-2-{2-chloro-3-[(2-(5-methylbenzofuran-2-carbonyl)hydrazinylidene)methyl]-1H-indol-1-yl}acetate ClC=1N(C2=CC=CC=C2C1/C=N/NC(=O)C=1OC2=C(C1)C=C(C=C2)C)CC(=O)OCC